CN(C)C=C1C(CC(CC1=O)C1=CC(=CC=C1)C(F)(F)F)=O 2-((dimethylamino)methylene)-5-(3-(trifluoromethyl)phenyl)cyclohexane-1,3-dione